FC1=CC(=C(OCCO)C=C1)[C@@H](C)NC (R)-2-(4-fluoro-2-(1-(methylamino)ethyl)phenoxy)ethan-1-ol